(23Z,26Z)-13-((8Z,11Z)-heptadeca-8,11-dien-1-yl)-3,11,11-trimethyl-10,12,14-trioxa-3-aza-11-siladotriaconta-23,26-dien-1-ol C(CCCCCC\C=C/C\C=C/CCCCC)C(O[Si](OCCCCCCN(CCO)C)(C)C)OCCCCCCCC\C=C/C\C=C/CCCCC